N,N-dimethyl-3-[5-[(2R,5S)-5-methyl-2-piperidyl]-1,3-benzothiazol-2-yl]propan-1-amine CN(CCCC=1SC2=C(N1)C=C(C=C2)[C@@H]2NC[C@H](CC2)C)C